FC1=C(C=CC(=C1)F)N1N=C(C2=CC=CC=C2C1=O)C=1C=C(C=CC1)C1(CC1)C(=O)O 1-(3-(3-(2,4-difluorophenyl)-4-oxo-3,4-dihydrophthalazin-1-yl)phenyl)cyclopropan-1-carboxylic acid